ClC1=CC2=C(OC(C2)(C)C)C(=C1)N 5-chloro-2,2-dimethyl-2,3-dihydrobenzo[b]furan-7-amine